(2S,4R)-2'-chloro-2-methyl-4'-oxo-4',5'-dihydrospiro[piperidine-4,7'-thieno[2,3-C]pyran]-1-carboxylic acid tert-butyl ester C(C)(C)(C)OC(=O)N1[C@H](C[C@]2(OCC(C3=C2SC(=C3)Cl)=O)CC1)C